3-(1-(difluoromethyl)-1H-pyrazol-4-yl)benzoic acid FC(N1N=CC(=C1)C=1C=C(C(=O)O)C=CC1)F